4-bromo-6-methylpyridine-3-acetate BrC1=C(C=NC(=C1)C)CC(=O)[O-]